1-(2-(1H-tetrazol-5-yl)-4-(trifluoromethyl)benzyl)piperazine N1N=NN=C1C1=C(CN2CCNCC2)C=CC(=C1)C(F)(F)F